N-butyl-2-((5-nitrobenzo[d]thiazol-2-yl)thio)acetamide C(CCC)NC(CSC=1SC2=C(N1)C=C(C=C2)[N+](=O)[O-])=O